C(C(=C)CC(=O)O)(=O)O.C(C(=C)CC(=O)O)(=O)O.C(CCCO)O 1,4-butanediol diitaconate